N-(3-((2-((3-methyl-1-(1-methylpiperidin-4-yl)-1H-pyrazol-4-yl)amino)-5-(trifluoromethyl)pyrimidin-4-yl)amino)propyl)cyclobutanecarboxamide CC1=NN(C=C1NC1=NC=C(C(=N1)NCCCNC(=O)C1CCC1)C(F)(F)F)C1CCN(CC1)C